acetyl-N-acetylgalactosamine C(C)(=O)C1(O)[C@H](NC(C)=O)[C@@H](O)[C@@H](O)[C@H](O1)CO